(2-ethoxycyclohex-1-yl)methylamine C(C)OC1C(CCCC1)CN